2,2'-Methylenbis[6-(2H-benzotriazol-2-yl)-4-(2,4,4-trimethyl-2-pentanyl)phenol] C(C1=C(C(=CC(=C1)C(C)(CC(C)(C)C)C)N1N=C2C(=N1)C=CC=C2)O)C2=C(C(=CC(=C2)C(C)(CC(C)(C)C)C)N2N=C1C(=N2)C=CC=C1)O